2-chloro-3-methylsulfanyl-4-(trifluoromethyl)benzoic acid ClC1=C(C(=O)O)C=CC(=C1SC)C(F)(F)F